Cyclopropyl-(6-methoxy-2-(2-(methoxymethyl)-7-methylquinoxalin-5-yl)benzo[d]thiazol-4-yl)methanol C1(CC1)C(O)C1=CC(=CC2=C1N=C(S2)C2=C1N=CC(=NC1=CC(=C2)C)COC)OC